S-isopropyl-2-(1,4,2-dioxazol-3-yl)benzothiophene C(C)(C)S1C(=CC2=C1C=CC=C2)C2=NOCO2